N1=CN=C(C2=C1NCC21CCCC1)C=O 6',7'-dihydrospiro[cyclopentane-1,5'-pyrrolo[2,3-d]pyrimidine]-4'-carbaldehyde